C(C)OC(=O)N1N=C(C=C1N)[C@@H]1C[C@@H](CC1)OC(=O)NC(C)C.C(C)(C)(C)P(CC1=CC=C(C=C1)CN)C(C)(C)C di-tert-butyl-(4-(aminomethyl)benzyl)phosphine ethyl-5-amino-3-[(1S,3R)-3-{[(prop-2-ylamino)carbonyl]oxy}cyclopentyl]pyrazole-1-carboxylate